ClC[C@@H](COC1=C(C=C(C=C1)C(C)(C)C1=CC=C(C=C1)OC[C@H](CN1CCOCC1)O)I)O (R)-1-chloro-3-(4-(2-(4-((S)-2-hydroxy-3-morpholinopropoxy)phenyl)propan-2-yl)-2-iodophenoxy)propan-2-ol